(4-chlorophenyl)-pyridin ClC1=CC=C(C=C1)C1=NC=CC=C1